(1R,5S)-1-(phenylsulfonyl)-3-oxabicyclo[3.1.0]hexan-2-one C1(=CC=CC=C1)S(=O)(=O)[C@]12C(OC[C@@H]2C1)=O